1-(4-(3-(6-(difluoromethyl)pyridin-3-yl)-1-tosyl-1H-pyrrolo[2,3-b]pyridin-5-yl)benzyl)piperidin-3-ol FC(C1=CC=C(C=N1)C1=CN(C2=NC=C(C=C21)C2=CC=C(CN1CC(CCC1)O)C=C2)S(=O)(=O)C2=CC=C(C)C=C2)F